[Na+].S(=O)(=O)([O-])CCCOC1=CC=C(C=C1)CCCCCCCCC 4-nonylphenyl 3-sulfopropyl ether sodium salt